1-(2-morpholinylpyridin-4-yl)-N3-(4-(2-(piperidin-1-yl)ethoxy)phenyl)-1H-1,2,4-triazole-3,5-diamine N1(CCOCC1)C1=NC=CC(=C1)N1N=C(N=C1N)NC1=CC=C(C=C1)OCCN1CCCCC1